CN(S(=O)(=O)C)C1=NC=CC=C1CNC1=NC(=NC=C1C(F)(F)F)NC1=CC(=NC=C1)C N-methyl-N-{3-[({2-[(2-methylpyridin-4-yl)amino]-5-(trifluoromethyl)pyrimidin-4-yl}amino)methyl]pyridin-2-yl}methanesulfonamide